FC1=C(C=CC=C1)C1=NCC=2N(C3=C1C=C(C=C3)C)N=CC2C(=O)O 6-(2-fluorophenyl)-8-methyl-4H-pyrazolo[1,5-a][1,4]benzodiazepine-3-carboxylic acid